4-chloro-2-[[3-fluoro-4-[1-methyl-4-(trifluoromethyl)imidazol-2-yl]phenyl]methoxy]-5-iodo-pyrimidine ClC1=NC(=NC=C1I)OCC1=CC(=C(C=C1)C=1N(C=C(N1)C(F)(F)F)C)F